C(C1=CC=CC=C1)C(CCC[C@H](N)C(=O)O)N ε-benzyl-L-lysine